10-chlorophenanthro[4,3-d]thiazole ClC1=CC=2C3=C(C=CC2C=C1)C=CC1=C3N=CS1